1-(2-ethoxy-5-fluorophenyl)ethanone C(C)OC1=C(C=C(C=C1)F)C(C)=O